COC(=O)C=1C(NC(C1O)C1=CC=C(C=C1)Cl)=O 5-(4-chlorophenyl)-4-hydroxy-2-oxo-2,5-dihydro-1H-pyrrole-3-carboxylic acid methyl ester